C(CCCCCCC\C=C/CCCCCCCC)(=O)C(OP(OC[C@@H](CO)O)(=O)[O-])(C[N+](C)(C)C)C(CCCCCCC\C=C/CCCCCCCC)=O di-oleoyl-sn-glycero-3-phosphocholine